diethyl-(3-methoxy-4-(prop-2-yn-1-ylamino)phenyl)phosphine oxide C(C)P(C1=CC(=C(C=C1)NCC#C)OC)(CC)=O